C(N)(=O)C=1C(=NC(=C(N1)CC)Cl)NC=1C=C(OCCCNC([C@H](C)N(C(OC(C)(C)C)=O)C)=O)C=CC1 tert-butyl (s)-(1-((3-(3-((3-carbamoyl-6-chloro-5-ethylpyrazin-2-yl)amino)phenoxy)propyl)amino)-1-oxopropan-2-yl)(methyl)carbamate